C(C)(C)(C)OC(=O)N1CCC(CC1)CCOCCOCC1=CC=CC=C1.CC1(OB(OC1(C)C)C=1C=CC(=NC1)O[C@@H](C(F)(F)F)C)C (R)-5-(4,4,5,5-tetramethyl-1,3,2-dioxaborolan-2-yl)-2-((1,1,1-trifluoropropan-2-yl)oxy)pyridine tert-butyl-4-[2-(2-benzyloxyethoxy)ethyl]piperidine-1-carboxylate